Cl.Cl.N1=CC=C(C=C1)NC(=O)[C@@H]1CC[C@H](CC1)[C@@H](C)N (R)-(+)-trans-N-(4-pyridyl)-4-(1-aminoethyl)-cyclohexanecarboxamide-2HCl